BrC=1C(=C(C=CC1)C1=CC=CC=C1)F bromo-2-fluoro-1,1'-biphenyl